C(C)(C)(C)OC(N(C)[C@@H]1COC2=C1C=CC(=C2)CO)=O.C(C)[Si](OCCC)(OCCC)CC diethyldi(n-propoxy)silane (S)-tert-butyl-(6-(hydroxymethyl)-2,3-dihydrobenzofuran-3-yl)(methyl)carbamate